2-(4-(3-(2-(5-(4-methoxybenzyl)-4-oxo-3-(trifluoromethyl)-4,5-dihydro-1H-pyrazolo[3,4-d]pyridazin-1-yl)propoxy-1,1-d2)propanoyl)piperazin-1-yl)pyrimidine-5-carbonitrile COC1=CC=C(CN2N=CC3=C(C2=O)C(=NN3C(C(OCCC(=O)N3CCN(CC3)C3=NC=C(C=N3)C#N)([2H])[2H])C)C(F)(F)F)C=C1